benzyl (2-(6-(((1R,5S,6s)-3-azabicyclo[3.1.0]hexan-6-yl)oxy)-3-chloro-2-(4-fluorophenyl)pyridin-4-yl)propan-2-yl)carbamate [C@@H]12CNC[C@H]2C1OC1=CC(=C(C(=N1)C1=CC=C(C=C1)F)Cl)C(C)(C)NC(OCC1=CC=CC=C1)=O